[(6R,12R)-17-amino-6-benzyloxy-12-methyl-6,15-bis(trifluoromethyl)-13,19-dioxa-3,4,18-triazatricyclo[12.3.1.12,5]nonadeca-1(18),2,4,14,16-pentaen-8-yl] acetate C(C)(=O)OC1C[C@@](C2=NN=C(C=3C(=CC(=C(O[C@@H](CCC1)C)N3)C(F)(F)F)N)O2)(C(F)(F)F)OCC2=CC=CC=C2